C(C)(C)(C)C1=CC=C(C=C1)C1(CC2C(CN(C2)C(=O)NC2=CC(=CC=C2)C(F)(F)F)C1)O 5-(4-tert-butylphenyl)-5-hydroxy-N-[3-(trifluoromethyl)phenyl]-octahydrocyclopenta[c]pyrrole-2-carboxamide